(5-formyl-pyrazin-2-yl)-carbamic acid tert-butyl ester C(C)(C)(C)OC(NC1=NC=C(N=C1)C=O)=O